ClC1=NC=C2C(=N1)N(N=C2C)[C@H](C)C2=C(C=C(C=C2)Cl)Cl (R)-6-chloro-1-(1-(2,4-dichlorophenyl)ethyl)-3-methyl-1H-pyrazolo[3,4-d]pyrimidine